COC1=C(C=C(C=N1)NC(C1=CC(=CC=C1)C(F)(F)F)=O)N1C(N(C2=NC(=NC=C2C1)SC)C)=O N-(6-methoxy-5-(1-methyl-7-(methylthio)-2-oxo-1,2-dihydropyrimido[4,5-d]pyrimidin-3(4H)-yl)pyridin-3-yl)-3-(trifluoromethyl)benzamide